N1=C(C=CC2=CC=CC=C12)NC1CCC(CC1)=O 4-(quinolinylamino)cyclohexanone